(2-(aminomethyl)benzo[d]thiazol-6-yl)(3-(dimethylamino)azetidin-1-yl)methanone Hydrochloride Cl.NCC=1SC2=C(N1)C=CC(=C2)C(=O)N2CC(C2)N(C)C